NC1=NC=CC=C1S(=O)(=O)NC(=O)C=1C(=NC(=CC1)N1N=C(C(=C1)C)OCC(C)C)N1C(C[C@@H](C1)C)(C)C N-[(2-Amino-3-pyridyl)sulfonyl]-6-(3-isobutoxy-4-methyl-pyrazol-1-yl)-2-[(4S)-2,2,4-trimethylpyrrolidin-1-yl]pyridin-3-carboxamid